C(CC)(=O)OCCC(CC)C1=CC(=C(C(=C1)C(C)(C)C)O)N1N=C2C(=N1)C=CC=C2 3-[3-(2H-benzotriazol-2-yl)-5-(1,1-dimethylethyl)-4-hydroxyphenyl]Pentyl propionate